5-chloro-1,1-dimethoxypentane ClCCCCC(OC)OC